BrC1=CC=C2C=C3C=CC4(C=5C=6C=CC=CC6N(C35)C2=N1)CCCCC4 11'-bromospiro[cyclohexane-1,5'-[1,8]naphthyridino[3,2,1-jk]carbazole]